N-benzyl-N-[(2-methyl)allyl]benzamide C(C1=CC=CC=C1)N(C(C1=CC=CC=C1)=O)CC(=C)C